1-(2-bicyclo[2.2.1]hept-5-enyl)ethanone C12C(CC(C=C1)C2)C(C)=O